3-BENzYLOXY-4-CHLORO-PHENYLBORONIC ACID C(C1=CC=CC=C1)OC=1C=C(C=CC1Cl)B(O)O